ethyl 4-(6-(4-((5-chloro-3-fluoropyridin-2-yl) oxy)-2-fluorophenyl) pyrazin-2-yl)-3-oxobutyrate ClC=1C=C(C(=NC1)OC1=CC(=C(C=C1)C1=CN=CC(=N1)CC(CC(=O)OCC)=O)F)F